3-(((5-Bromothiophen-2-yl)methyl)(methyl)amino)propanoic acid BrC1=CC=C(S1)CN(CCC(=O)O)C